C(C)(C)C1=NNC=2CN(C(CC21)=O)C 3-isopropyl-6-methyl-1,4,6,7-tetrahydro-5H-pyrazolo[3,4-c]pyridin-5-one